1-(4-{5-[2-Cyclopropyl-6-(trifluoromethyl)pyridin-4-yl]-7-[{[1-(methoxymethyl)cyclohexyl]methyl}(methyl)amino]-1H-imidazo[4,5-b]pyridin-2-yl}phenyl)piperidin C1(CC1)C1=NC(=CC(=C1)C1=CC(=C2C(=N1)N=C(N2)C2=CC=C(C=C2)N2CCCCC2)N(C)CC2(CCCCC2)COC)C(F)(F)F